FC=1C(=CC(=C(C1)N1C(C=CC2=CC(=CC=C12)S(=O)(=O)NC1=NOC=C1)=O)OC)SC(F)(F)F (P)-1-(5-FLUORO-2-METHOXY-4-((TRIFLUOROMETHYL)THIO)PHENYL)-N-(ISOXAZOL-3-YL)-2-OXO-1,2-DIHYDROQUINOLINE-6-SULFONAMIDE